3-methoxy-α-nitrostyrene COC=1C=C(C(=C)[N+](=O)[O-])C=CC1